(S)-6-allyl-2-((4-((2-hydroxy-1-phenylethyl)amino)-5-(3-(quinuclidin-4-yl)-1,2,4-oxadiazol-5-yl)pyrimidin-2-yl)amino)-6,7-dihydro-5H-pyrrolo[3,4-b]pyridin-5-one C(C=C)N1CC2=NC(=CC=C2C1=O)NC1=NC=C(C(=N1)N[C@H](CO)C1=CC=CC=C1)C1=NC(=NO1)C12CCN(CC1)CC2